[N+](=O)([O-])[O-].NN1C(N(N=C1N)CC1=NON=C1N)=[NH2+] 4,5-diamino-2-((4-amino-1,2,5-oxadiazol-3-yl)methyl)-2,4-dihydro-3H-1,2,4-triazole-3-iminium nitrate